3-bromo-2-iodo-5-methyl-N-(1-methyl-1H-pyrazol-5-yl)benzamide BrC=1C(=C(C(=O)NC2=CC=NN2C)C=C(C1)C)I